C(C)(C)(C)OC(=O)N[C@H](C(=O)OCC)CC1=CC=C(C=C1)B1OC(C(O1)(C)C)(C)C ethyl (S)-2-((tert-butoxycarbonyl)amino)-3-(4-(4,4,5,5-tetramethyl-1,3,2-dioxaborolan-2-yl)phenyl)propanoate